N1(CCN(CCNCCC1)CC=1C(=C(C=C(C1)C)C(C(=O)N)(CO)CO)O)CC=1C(=C(C=C(C1)C)C(C(=O)N)(CO)CO)O N'-{1,4,7-triazecane-1,4-diylbis[methylene(2-hydroxy-5-methyl-3,1-phenylene)]}bis[3-hydroxy-2-(hydroxymethyl)propanamide]